C(C1=CC=CC=C1)OC1=CC=C(C=C1)C[C@@H]([C@@H](CN(S(=O)(=O)C1=CC2=C(OCO2)C=C1)CC(CC)CC)O)NC(O[C@H]1CO[C@H]2OCC[C@H]21)=O (3R,3aS,6aR)-hexahydrofuro[2,3-b]furan-3-yl ((2S,3R)-1-(4-(benzyloxy)phenyl)-4-(N-(2-ethylbutyl)benzo[d][1,3]dioxole-5-sulfonamido)-3-hydroxybutan-2-yl)carbamate